cis-8-dimethylamino-3-[(4-methoxyphenyl)-methyl]-8-phenyl-1-propyl-1,3-diazaspiro[4.5]decan-2-one CN(C1(CCC2(CN(C(N2CCC)=O)CC2=CC=C(C=C2)OC)CC1)C1=CC=CC=C1)C